CN([C@@H](CO)C)C (R)-2-(dimethylamino)propan-1-ol